dihydroxy-5,8-dimethylisoquinolin-1(2H)-one OC=1N(C(C2=C(C=CC(=C2C1)C)C)=O)O